4-(8-(1-propenoylpyrrolidin-3-yl)quinazolin-6-yl)-N-(pyridazin-4-yl)benzamide C(C=C)(=O)N1CC(CC1)C=1C=C(C=C2C=NC=NC12)C1=CC=C(C(=O)NC2=CN=NC=C2)C=C1